CC=1OC2=C(C1C(=O)NC=1C=NN(C1)C)C=C(C=C2)OCC=2C(=NC=CC2)C(F)(F)F 2-methyl-N-(1-methyl-1H-pyrazol-4-yl)-5-((2-(trifluoromethyl)pyridin-3-yl)methoxy)benzofuran-3-carboxamide